1-methyl 4-(1,3-dioxoisoindolin-2-yl) (((9H-fluoren-9-yl)methoxy)carbonyl)-L-aspartate C1=CC=CC=2C3=CC=CC=C3C(C12)COC(=O)N[C@@H](CC(=O)ON1C(C2=CC=CC=C2C1=O)=O)C(=O)OC